C(C1=CC=CC=C1)OC(C(C=1C=NC=CC1C(F)(F)F)N(C(=O)N1[C@H](CC1)C(=O)OC)C1=C(C=C(C=C1)C1CC1)F)=O methyl (2R)-1-[[2-benzyloxy-2-oxo-1-[4-(trifluoromethyl)-3-pyridyl]ethyl]-(4-cyclopropyl-2-fluoro-phenyl)carbamoyl]azetidine-2-carboxylate